CC1=CC=C(C=C1)C(CCN1CCOCC1)=O 1-(4-methylphenyl)-3-morpholinopropan-1-one